C1(CCC1)C1=CC(=NN1)CN1CC2(CN(C2)C(=O)N2CC3(C2)CC(C3)N3N=C(N=C3)C(F)(F)F)C1 [6-[(5-cyclobutyl-1H-pyrazol-3-yl)methyl]-2,6-diazaspiro[3.3]heptan-2-yl]-[6-[3-(trifluoromethyl)-1,2,4-triazol-1-yl]-2-azaspiro[3.3]heptan-2-yl]methanone